(S)-2-(2-methylpyrrolidin-1-yl)ethanamine C[C@@H]1N(CCC1)CCN